FC=1C=CC2=C(C(OC(=N2)CC2=C(C=CC=C2)[N+](=O)[O-])=O)C1 6-fluoro-2-[(2-nitrophenyl)-methyl]-4H-3,1-benzoxazin-4-one